(3-(4-((2-ethyl-1H-imidazol-1-yl)methyl)-3-fluorophenyl)-5-isobutylthiophene-2-yl)sulfonylcarbamic acid ethyl ester C(C)OC(NS(=O)(=O)C=1SC(=CC1C1=CC(=C(C=C1)CN1C(=NC=C1)CC)F)CC(C)C)=O